6-(4-chlorophenyl)-3-oxo-2-(pyrimidin-5-yl)-N-(1,1,1-trifluoro-3-hydroxy-3-methylbutan-2-yl)-2,3-dihydropyridazine-4-carboxamide ClC1=CC=C(C=C1)C=1C=C(C(N(N1)C=1C=NC=NC1)=O)C(=O)NC(C(F)(F)F)C(C)(C)O